N1(CCNCC1)C(=O)OCC1=C(C(=CC=C1Br)Br)C (3,6-dibromo-2-methylphenyl)methanol piperazine-1-Carboxylate